4-(6-Chloro-4-fluoropyridin-3-yl)morpholine ClC1=CC(=C(C=N1)N1CCOCC1)F